(-)-N-cis-4-Hydroxytetra-hydrofuran-3-yl-3-oxo-2-(pyridin-3-yl)-6-[4-(trifluoromethyl)phenyl]-2,3-dihydropyridazine-4-carboxamide OC1C(COC1)C1=C(C(N(N=C1C1=CC=C(C=C1)C(F)(F)F)C=1C=NC=CC1)=O)C(=O)N